1-(4-(4-morpholinyl)phenyl)-1-butanone N1(CCOCC1)C1=CC=C(C=C1)C(CCC)=O